((2-(3-bromo-2-methylphenyl)oxazolo[4,5-b]pyridin-5-yl)methyl)pyrrolidine-3-carboxylate BrC=1C(=C(C=CC1)C=1OC=2C(=NC(=CC2)COC(=O)C2CNCC2)N1)C